tert-butyl N-[(5S,8S,10aR)-8-[methyl(phenyl)carbamoyl]-6-oxo-decahydropyrrolo[1,2-a][1,5]diazocin-5-yl]carbamate CN(C(=O)[C@@H]1CC[C@H]2N1C([C@H](CNCC2)NC(OC(C)(C)C)=O)=O)C2=CC=CC=C2